dodecalene C1=CC=CC=CC=CC=CC2=CC=CC=CC=CC=CC=C12